N1C=CC2=CC=CC(=C12)C(=O)[O-] indole-7-carboxylate